6-hydroxy-3-(1H-pyrazol-5-yl)-2,3-dihydro-1H-inden-1-one OC1=CC=C2C(CC(C2=C1)=O)C1=CC=NN1